NC1=NC(=CC2=C1N(C=N2)C(C)C)C2=CC=C1C(=C2)N(C(C12CCN(CC2)C(C(CO)(C)C)=O)=O)C2CC(C2)N2CCCCC2 6-(4-amino-3-isopropyl-3H-imidazo[4,5-c]pyridin-6-yl)-1'-(3-hydroxy-2,2-dimethylpropionyl)-1-((1s,3s)-3-(piperidin-1-yl)cyclobutyl)spiro[indolin-3,4'-piperidin]-2-one